FC1=CC(=CC=2N(C(=NC21)C)C(C)C)C2=NC(=NC=C2OC)NC2=C(C=C(C(=C2)[N+](=O)[O-])F)OC (4-fluoro-1-isopropyl-2-methyl-1H-benzo[d]imidazol-6-yl)-N-(4-fluoro-2-methoxy-5-nitrophenyl)-5-methoxypyrimidin-2-amine